N-(2,2,2-trichloroethoxycarbonyl)methionine ClC(COC(=O)N[C@@H](CCSC)C(=O)O)(Cl)Cl